2-[4-[(3S)-3-(5-Cyano-3-pyridyl)isoxazolidine-2-carbonyl]-3,3,4-trifluoro-1-piperidyl]pyrimidine-4-carbonitrile C(#N)C=1C=C(C=NC1)[C@H]1N(OCC1)C(=O)C1(C(CN(CC1)C1=NC=CC(=N1)C#N)(F)F)F